6-[6-carbamoyl-3-fluoro-7-(4-fluoro-2-methoxy-phenyl)thieno[3,2-c]pyridin-4-yl]-3,4-dihydro-1H-isoquinoline-2-carboxylic acid tert-butyl ester C(C)(C)(C)OC(=O)N1CC2=CC=C(C=C2CC1)C1=NC(=C(C2=C1C(=CS2)F)C2=C(C=C(C=C2)F)OC)C(N)=O